C(C1=CC=CC=C1)N1CCC(CC1)(C#N)C1=C(C=C(C=C1)F)F 1-benzyl-4-(2,4-difluorophenyl)piperidine-4-carbonitrile